tert-butyl 3-[7-amino-3-(2-fluoro-6-methyl-phenyl)-2-oxo-4H-pyrimido[4,5-d]pyrimidin-1-yl]azetidine-1-carboxylate NC1=NC=C2C(=N1)N(C(N(C2)C2=C(C=CC=C2C)F)=O)C2CN(C2)C(=O)OC(C)(C)C